N-(2-mercaptopropenyl)glycine SC(=CNCC(=O)O)C